3-fluoro-5,6-dihydroimidazo[1,2-a]pyrazine FC1=CN=C2N1CCN=C2